COC1=C(C=C(C(=C1)[N+](=O)[O-])S(=O)(=O)O)N1[NH2+]C(=NN1C1=C(C=C(C(=C1)S(=O)(=O)O)[N+](=O)[O-])OC)C(=O)NC1=CC=CC=C1 2,3-bis[2-methoxy-4-nitro-5-sulfophenyl]2H-tetrazolium-5-carboxanilide